F[C@H]1[C@H](C[C@@]2(CC[C@H]1N2)C)N(C=2N=CC(=NC2)C2=C(C=C(C=C2)N2C=NC=C2)O)C 2-(5-(((1S,3S,4R,5R)-4-fluoro-1-methyl-8-azabicyclo[3.2.1]octan-3-yl)(methyl)amino)pyrazin-2-yl)-5-(1H-imidazol-1-yl)phenol